FC1=CC(=C(C=C1)N1C(C2=CC=CC=C2C1=O)=O)C=1N=NN(N1)C([2H])([2H])[2H] 2-(4-fluoro-2-(2-(methyl-d3)-2H-tetrazol-5-yl)phenyl)isoindoline-1,3-dione